6-[1-(2-Fluoro-6-methyl-phenyl)-piperidin-4-yl]-7-methyl-4-(2-trifluoromethyl-benzyl)-1-(2-trimethylsilanyl-ethoxymethyl)-1,4,6,7-tetrahydro-pyrazolo[4,3-d]pyrimidin-5-on FC1=C(C(=CC=C1)C)N1CCC(CC1)N1C(N(C2=C(C1C)N(N=C2)COCC[Si](C)(C)C)CC2=C(C=CC=C2)C(F)(F)F)=O